C(C)OC(CC1CCN(CC1)C1=C(C=C(C=C1F)Br)F)=O 2-[1-(4-bromo-2,6-difluoro-phenyl)-4-piperidinyl]Acetic acid ethyl ester